sodium trans-syringate C(C1=CC(OC)=C(O)C(OC)=C1)(=O)[O-].[Na+]